4,6-bis(benzyloxy)-N-isopropyl-N-octylpyridin-2-amine C(C1=CC=CC=C1)OC1=CC(=NC(=C1)OCC1=CC=CC=C1)N(CCCCCCCC)C(C)C